1-[(4-methoxyphenyl)methyl]-N-[(1R,3S)-3-{[2-(trifluoromethyl)quinolin-4-yl]amino}cyclohexyl]-1H-pyrazole-4-carboxamide COC1=CC=C(C=C1)CN1N=CC(=C1)C(=O)N[C@H]1C[C@H](CCC1)NC1=CC(=NC2=CC=CC=C12)C(F)(F)F